ClC=1C=C2CCC[C@@]3(C2=CC1)COC1=C(N(C3)C[C@H]3N(CCC3)C(=O)OC(C)(C)C)C=C(C=C1)I tert-butyl (2S)-2-[[(3S)-6'-chloro-7-iodo-spiro[2,4-dihydro-1,5-benzoxazepine-3,1'-tetralin]-5-yl]methyl]pyrrolidine-1-carboxylate